C(C)(C)(C)OC(=O)N1CCC(=CC1)C1=C2C=NC(=NC2=C(C=C1)C(=O)O)OC 5-(1-tert-butoxycarbonyl-3,6-dihydro-2H-pyridin-4-yl)-2-methoxy-quinazoline-8-carboxylic acid